(1S,2S,6R)-2-((tert-butoxycarbonyl)amino)-6-(2-(2-fluorophenyl)-6-(1-((2-(trimethylsilyl)ethoxy)methyl)-1H-1,2,4-triazol-3-yl)-1H-imidazo[4,5-c]pyridin-1-yl)cyclohexyl methanesulfonate CS(=O)(=O)O[C@H]1[C@H](CCC[C@H]1N1C(=NC=2C=NC(=CC21)C2=NN(C=N2)COCC[Si](C)(C)C)C2=C(C=CC=C2)F)NC(=O)OC(C)(C)C